C(C)(=O)SCCSC(C)=O 1,2-bis(acetylmercapto)ethane